ClC=1C=CC(=C(C1)NC=1SC=C(N1)C1=C(N=C(S1)NC(C1=CC=CC=C1)=O)C)OC N-(2-(5-chloro-2-methoxy-phenylamino)-4'-methyl-[4,5']Bithiazol-2'-yl)-benzamide